4-oxo-1-((S)-1-(6-(trifluoromethyl)pyridin-3-yl)ethyl)-4,5-dihydro-1H-pyrazolo[3,4-d]pyrimidine-3-carbonitrile O=C1C2=C(N=CN1)N(N=C2C#N)[C@@H](C)C=2C=NC(=CC2)C(F)(F)F